C(C1=CC=CC=C1)N(C(=O)NC1=CC(=C(C=C1)C)C)C 1-benzyl-3-(3,4-dimethylphenyl)-1-methylurea